N1(N=NC=C1)C1=CC=C(C=N1)N1C(N(C2=C1C=CC=C2)CC2CCC(CC2)NC(C2=C(N=CC(=C2)Cl)C)=O)=O N-((1r,4r)-4-((3-(6-(1H-1,2,3-triazol-1-yl)pyridin-3-yl)-2-oxo-2,3-dihydro-1H-benzo[d]imidazol-1-yl)methyl)cyclohexyl)-5-chloro-2-methylnicotinamide